COC1=C(C=CC=2NC=NC21)C=2C=NC=NC2 4-methoxy-5-(pyrimidin-5-yl)-1H-benzo[d]imidazole